CC1=NN(C(=C1)O)C1=CC(=CC=C1)Cl 3-Methyl-1-(3-chlorophenyl)-1H-pyrazol-5-ol